BrC1=C2CCCCC2=CC=C1NC(C)=O N-(5-bromotetrahydronaphthalen-6-yl)acetamide